Methyl 4-chloro-5-(3-(2-oxopiperazin-1-yl) phenyl)-1H-pyrrolo[2,3-b]pyridine-3-carboxylate ClC1=C2C(=NC=C1C1=CC(=CC=C1)N1C(CNCC1)=O)NC=C2C(=O)OC